1-{8-fluoro-4-methyl-3-(3-methyl-[1,2,4]oxadiazol-5-yl)-2-[4-(tetrahydro-pyran-4-yl-amino)-piperidin-1-yl]-quinolin-6-yl}-ethanol FC=1C=C(C=C2C(=C(C(=NC12)N1CCC(CC1)NC1CCOCC1)C1=NC(=NO1)C)C)C(C)O